FC1=CC=C(C=C1)NC1=CC=C(C=C1)F 4-Fluoro-N-(4-fluorophenyl)benzenamine